3-(tert-butyl)-5-(3-(pyridin-2-yl)phenoxy)aniline C(C)(C)(C)C=1C=C(N)C=C(C1)OC1=CC(=CC=C1)C1=NC=CC=C1